N1C=NC2=C1C=CC(=C2)N2C(NC(C2C2=C(C(=C(C=C2)C)F)F)=S)=O 1-(1H-benzo[d]imidazol-5-yl)-5-(2,3-difluoro-4-methylphenyl)-4-thioxoimidazolidin-2-one